CCC(CC)NC(=O)C1=NC(=NN1CC(=O)OC(C)(C)C)C1=CC(=CC=C1)C=1OC(=CN1)C(NC(CC)CC)=O tert-butyl 2-(5-(pentan-3-ylcarbamoyl)-3-(3-(5-(pentan-3-ylcarbamoyl)oxazol-2-yl)phenyl)-1H-1,2,4-triazol-1-yl)acetate